N-(6-cyano-5-isopropenyl-tetralin-1-yl)-N-[1-(1-methylpyrazol-4-yl)indazol-6-yl]-2-nitro-benzenesulfonamide C(#N)C=1C(=C2CCCC(C2=CC1)N(S(=O)(=O)C1=C(C=CC=C1)[N+](=O)[O-])C1=CC=C2C=NN(C2=C1)C=1C=NN(C1)C)C(=C)C